C(CCCC)OC(CCC(=O)OCCCCCCCC(CCCCCCCOC(CCC(OCCCCC)OCCCCC)=O)NC1CCN(CC1)C)OCCCCC [15-(4,4-dipentoxybutanoyloxy)-8-[(1-methyl-4-piperidyl)amino]pentadecyl] 4,4-dipentoxybutanoate